2-(4-oxo-4-((1-(5-(trifluoromethyl)pyrimidin-2-yl)piperidin-4-yl)amino)butyl)-2H-indazole O=C(CCCN1N=C2C=CC=CC2=C1)NC1CCN(CC1)C1=NC=C(C=N1)C(F)(F)F